(6-methyl-1-(4-(morpholinomethyl)phenyl)-5,5-dioxo-1,4-dihydrothiochromeno[4,3-c]pyrazol-3-yl)methanone CC1=CC=CC2=C1S(CC1=C2N(N=C1C=O)C1=CC=C(C=C1)CN1CCOCC1)(=O)=O